N[C@@H](CSCC[C@H](N)C(=O)O)C(=O)O S-((R)-2-amino-2-carboxyethyl)-L-homocysteine